C1(CC1)C=1C(=NC(=NC1)NC=1C(=NN(C1)CCCN1CCOCC1)C)NCCCN1CCOCCC1=O 4-(3-((5-cyclopropyl-2-((3-methyl-1-(3-morpholinopropyl)-1H-pyrazol-4-yl)amino)pyrimidin-4-yl)amino)propyl)-1,4-oxazepan-5-one